2-[(1r,4r)-5,5-difluoro-2-azabicyclo[2.2.1]hept-2-yl]-N-(2-sulfamoyl-4-pyridinyl)-5-(trifluoromethyl)pyridine-3-carboxamide FC1([C@H]2CN([C@@H](C1)C2)C2=NC=C(C=C2C(=O)NC2=CC(=NC=C2)S(N)(=O)=O)C(F)(F)F)F